C1(=CC=CC=C1)N1N=CC(=C1C(F)(F)F)C(=O)NN=CC1=CC=C(C=C1)O 1-phenyl-5-trifluoromethyl-N'-(1-(4-hydroxyphenyl)methylene)-1H-pyrazole-4-carboxylic acid hydrazide